BrC1=C(C=C2C(C(N(C2=C1)C)=O)(C(=O)OCC)C)C(=O)OC 3-ethyl 5-methyl 6-bromo-1,3-dimethyl-2-oxoindoline-3,5-dicarboxylate